tert-Butyl (4-(2-amino-5-fluorophenyl)but-3-yn-1-yl)carbamate NC1=C(C=C(C=C1)F)C#CCCNC(OC(C)(C)C)=O